COC=1C(=NC(=CC1)C(=O)NC=1C(=NN(C1)C)C1=NC=CC=C1)C=1C=NC=CC1 methoxy-N-(1-methyl-3-(pyridin-2-yl)-1H-pyrazol-4-yl)-[2,3'-bipyridine]-6-carboxamide